1-(2,5-difluorobenzyl)-8-(1-(2,2-difluoroethyl)-1H-pyrazolo[3,4-b]pyrazin-6-yl)-3-(4-(trifluoromethyl)pyridin-2-yl)-1,3,8-triazaspiro[4.5]decane-2,4-dione FC1=C(CN2C(N(C(C23CCN(CC3)C3=CN=C2C(=N3)N(N=C2)CC(F)F)=O)C2=NC=CC(=C2)C(F)(F)F)=O)C=C(C=C1)F